ClCC=1C=C(C=CC1)N1CCOCC1 (3-(chloromethyl)phenyl)morpholine